C(C1=CC=CC=C1)N1C[C@H](N(C2=C(C1=O)C=NC(=N2)N2CCOCC2)C2=CC=C(C=C2)OC)C=C (R)-6-benzyl-9-(4-methoxyphenyl)-2-morpholinyl-8-vinyl-6,7,8,9-tetrahydro-5H-pyrimido[4,5-e][1,4]Diazepin-5-one